N=1C=CN2N=C(C=CC21)C(=O)O imidazo[1,2-b]pyridazine-6-carboxylic acid